3-bromo-6-[(2-chloro-5-fluorophenyl)carbonyl]-2-methyl-5-nitroindazole-7-carbonitrile BrC=1N(N=C2C(=C(C(=CC12)[N+](=O)[O-])C(=O)C1=C(C=CC(=C1)F)Cl)C#N)C